(cyclopropylmethyl)-N-(4-fluorophenyl)-N-methyl-1,2,3,4-tetrahydroisoquinolin-7-amine hydrochloride Cl.C1(CC1)CC1NCCC2=CC=C(C=C12)N(C)C1=CC=C(C=C1)F